N[C@@H]1CC(N(C1)C1=CC=C(C=C1)S(=O)(=O)N1CCN(CC1)C1=NC(=CC(=C1)C([C@@H]1C2C[C@H](C(C1)CC2)C(=O)NCCCN)(F)F)Cl)=O (2R,5S)-5-[[2-[4-[4-[(4R)-4-amino-2-oxo-pyrrolidin-1-yl]phenyl]sulfonylpiperazin-1-yl]-6-chloro-4-pyridyl]-difluoro-methyl]-N-(3-aminopropyl)bicyclo[2.2.2]octane-2-carboxamide